4-(4-{6-Bromo-7-[(1-methylpiperidin-4-yl)amino]-3H-imidazo[4,5-b]pyridin-2-yl}phenyl)piperazin-2-one BrC=1C(=C2C(=NC1)NC(=N2)C2=CC=C(C=C2)N2CC(NCC2)=O)NC2CCN(CC2)C